tert-butyl (2S,4S)-4-((6-chloropyrazin-2-yl)oxy)-2-methylazepane-1-carboxylate ClC1=CN=CC(=N1)O[C@@H]1C[C@@H](N(CCC1)C(=O)OC(C)(C)C)C